ClC=1C=C(C=CC1F)C(C=1N(C(=C(N1)S(=O)(=O)C)C)COCC[Si](C)(C)C)OCC1=CC=C(C=C1)C 2-((3-chloro-4-fluorophenyl)((4-methylbenzyl)oxy)methyl)-5-methyl-4-(methylsulfonyl)-1-((2-(trimethylsilyl)ethoxy)methyl)-1H-imidazole